FC(C=1C=C(C=C(C1)C(F)(F)F)C=1C=C(C2=CC=CC=C2C1)C1=CC(=CC2=CC=CC=C12)C1=CC(=CC(=C1)C(F)(F)F)C(F)(F)F)(F)F (S)-3,3'-bis(3,5-bistrifluoromethylphenyl)-1,1'-binaphthyl